C1(CC1)C=1C=C(C=NC1C(F)(F)F)C1=NC(=C(C(=C1)N(C)CC1(CCC1)COC)[N+](=O)[O-])N 5'-Cyclopropyl-N4-{[1-(methoxymethyl)cyclobutyl]methyl}-N4-methyl-5-nitro-6'-(trifluoromethyl)[2,3'-bipyridin]-4,6-diamine